C(#N)C1=C(C(=O)OCC)C=CC=C1 ethyl 2-cyanobenzoate